(1-(3-(5-Formylthiophen-2-yl)phenyl)ethyl)-2-methyl-5-((1-methyl-1H-pyrazol-4-yl)amino)benzamide C(=O)C1=CC=C(S1)C=1C=C(C=CC1)C(C)C=1C(=C(C(=O)N)C=C(C1)NC=1C=NN(C1)C)C